silicon-tellurium-oxide [Te]=O.[Si]